N-[2-[tert-butyl(dimethyl)silyl]oxyethyl]-N-(4-cyanophenyl)-4-(4,5-dichloro-6-oxo-pyridazin-1-yl)piperidine-1-sulfonamide [Si](C)(C)(C(C)(C)C)OCCN(S(=O)(=O)N1CCC(CC1)N1N=CC(=C(C1=O)Cl)Cl)C1=CC=C(C=C1)C#N